ClC1=NC=C(C(=N1)NC(C)C)C#N 2-chloro-4-(isopropylamino)pyrimidine-5-carbonitrile